FC1=C(C(=CC=C1)C1=CC=C(C=C1)CCCCC)B(O)O 3-fluoro-4'-pentylbiphenylboronic acid